ClC1=CC=C(C=C1)NC(NC1=CC(=CC=C1)C1=CN=CS1)=O 3-(4-chlorophenyl)-1-[3-(1,3-thiazol-5-yl)phenyl]Urea